C1(CC1)C(C)C1=CC=CC=2[C@](C(OC21)=O)(C)O (3S)-7-(1-cyclopropylethyl)-3-hydroxy-3-methylbenzofuran-2(3H)-one